NCCNCCO N-(2-aminoethyl)-2-aminoethanol